N=1NN=NC1C=1C=C(C=2N(C1)C=CN2)COC2=CN=C(C=C2C=O)OC 5-((6-(2H-tetrazol-5-yl)imidazo[1,2-a]pyridin-8-yl)methoxy)-2-methoxyisonicotinaldehyde